4-{2-[2-(quinoxaline-5-sulfonamido)phenyl]ethynyl}benzoic acid N1=CC=NC=2C(=CC=CC12)S(=O)(=O)NC1=C(C=CC=C1)C#CC1=CC=C(C(=O)O)C=C1